5-{4-[(3-cyclopropylpyridin-2-yl)oxy]-2-methylphenyl}-4,6-dimethyl-2-(tetrahydro-2H-pyran-2-yl)pyridazin-3(2H)-one C1(CC1)C=1C(=NC=CC1)OC1=CC(=C(C=C1)C1=C(C(N(N=C1C)C1OCCCC1)=O)C)C